8-(3-chloro-2-fluorophenyl)-6-[(2,4-dimethoxyphenyl)methyl]-2-(methylsulfanyl)-7,8-dihydropyrido[4,3-d]pyrimidin-5(6H)-one ClC=1C(=C(C=CC1)C1CN(C(C2=C1N=C(N=C2)SC)=O)CC2=C(C=C(C=C2)OC)OC)F